OC(CCCCCCCC(=O)[O-])C(CC(CCCCCC)O)O.[Li+] lithium 9,10,12-Trihydroxystearate